C[C@@]1(O)[C@H](O)[C@H](O)[C@@H](O)[C@@H](O1)C methyl-beta-L-rhamnopyranose